N[C@H](C(=O)O)CCCCCC L-α-aminocaprylic acid